ClC1=NC(=CC(=C1)C=1C(=NN2C1N=C(C=C2)N[C@@H]2CNCC2)C=2C=C(C#N)C=CC2)C 3-[3-(2-chloro-6-methyl-4-pyridinyl)-5-[[(3S)-pyrrolidin-3-yl]amino]pyrazolo[1,5-a]pyrimidin-2-yl]benzonitrile